O[C@@]12CC[C@@H]([C@H]3[C@]14C=1C(=C(C=CC1C[C@H]2N(C)CC4)OC)O3)O 14-Hydroxydihydrocodeine